methyl (S)-5-((1-(2-chlorophenyl)-2-oxocyclohexyl)amino)pentanoate ClC1=C(C=CC=C1)[C@@]1(C(CCCC1)=O)NCCCCC(=O)OC